FC=1C=C(C(=O)OC)C=C(C1[N+](=O)[O-])OC methyl 3-fluoro-5-methoxy-4-nitro-benzoate